4-((9-((2R,3R,4S,5S)-5-(chloromethyl)-3,4-dihydroxytetrahydrofuran-2-yl)-9H-purin-6-yl)amino)butanoic acid ClC[C@@H]1[C@H]([C@H]([C@@H](O1)N1C2=NC=NC(=C2N=C1)NCCCC(=O)O)O)O